m-[6-(1-{[6-(cyclopentylmethoxymethyl)-2-pyridinyl]methyl}-1H-1,2,3-triazol-4-yl)-2-(2-methoxyacetylamino)-4-pyrimidinyl]benzonitrile C1(CCCC1)COCC1=CC=CC(=N1)CN1N=NC(=C1)C1=CC(=NC(=N1)NC(COC)=O)C=1C=C(C#N)C=CC1